CN(CCCNC(CC1=CC=C(C=C1)C=1C=C2C=CC=NC2=C(C1)O)=O)C N-(3-(dimethylamino)propyl)-2-(4-(8-hydroxyquinolin-6-yl)phenyl)acetamide